5-methyl-1-(oxetan-3-yl)-6-(2-(2-(trifluoromethyl)pyridin-4-yl)-2,8-diazaspiro[4.5]decan-8-yl)-1,5-dihydro-4H-pyrazolo[3,4-d]pyrimidin-4-one CN1C(=NC2=C(C1=O)C=NN2C2COC2)N2CCC1(CCN(C1)C1=CC(=NC=C1)C(F)(F)F)CC2